4-(2-(4-bromophenyl)-1-((2-(trimethylsilyl)ethoxy)methyl)-1H-pyrrolo[3,2-c]pyridin-4-yl)morpholine BrC1=CC=C(C=C1)C1=CC=2C(=NC=CC2N1COCC[Si](C)(C)C)N1CCOCC1